FC1(C(CN(CC1)C=1C(=NC=2CCCCC2N1)C(=O)N)C)F 3-(4,4-difluoro-3-methylpiperidin-1-yl)-5,6,7,8-tetrahydroquinoxaline-2-carboxamide